5-(3-((4-(4-amino-3-(4-phenoxyphenyl)-1H-pyrazolo[3,4-d]pyrimidin-1-yl)-3-fluorocyclohexyl)methyl)-3,8-diazabicyclo[3.2.1]octane-8-yl)-2-(2,6-dioxopiperidin-3-yl)isoindoline NC1=C2C(=NC=N1)N(N=C2C2=CC=C(C=C2)OC2=CC=CC=C2)C2C(CC(CC2)CN2CC1CCC(C2)N1C=1C=C2CN(CC2=CC1)C1C(NC(CC1)=O)=O)F